C12(CC3CC(CC(C1)C3)C2)N2C(C=CC2=O)=O N-adamantyl-maleimide